3-Methyl-histidine tert-butyl-N-[4-(2-bromopropanoyl)bicyclo[2.1.1]hexan-1-yl]carbamate C(C)(C)(C)N(C(O)=O)C12CCC(C1)(C2)C(C(C)Br)=O.CN2C=NC=C2C[C@H](N)C(=O)O